N-[2-(2-chloro-3-methyl-phenyl)-1-methyl-propyl]-2-methyl-propane-2-sulfinamide ClC1=C(C=CC=C1C)C(C(C)NS(=O)C(C)(C)C)C